7,7-dimethyl-4-(5-methyl-1-(tetrahydro-2H-pyran-2-yl)-1H-indazol-4-yl)-2-(2,6-diazaspiro[3.4]octan-6-yl)-5,6,7,8-tetrahydroquinoline-3-carbonitrile CC1(CCC=2C(=C(C(=NC2C1)N1CC2(CNC2)CC1)C#N)C1=C2C=NN(C2=CC=C1C)C1OCCCC1)C